NCCC=1C(C2=CC=CC=C2C(C1CC1CCC(CC1)C(C)(C)C)=O)=O 2-aminoethyl-3-[(4-tert-butylcyclohexyl)methyl]-1,4-dioxo-naphthalene